C(C)(C)(C)OC(=O)N[C@H](C(=O)OCC1=CC=CC=C1)CCCN1C(=NC=C1)[N+](=O)[O-] Benzyl (S)-2-((tert-butoxycarbonyl)amino)-5-(2-nitro-1H-imidazol-1-yl)pentanoate